NC1=CC2=C(N(C(N2CCC(C)(C)O)=O)CC(C)(C)O)C=C1 5-amino-1-(2-hydroxy-2-methylpropyl)-3-(3-hydroxy-3-methylbutyl)-1,3-dihydro-2H-benzo[d]imidazol-2-one